C1=C(C=CC2=CC=CC=C12)CN1C(C=NC2=CC=CC=C12)=O (naphthalen-2-ylmethyl)quinoxalin-2(1H)-one